(S)-2-((S)-3-(5-amino-6-oxo-1,6-dihydropyridin-3-yl)-4,4-difluoropiperidin-1-yl)-N-(6-(cyclopropylmethoxy)pyridazin-3-yl)propionamide NC1=CC(=CNC1=O)[C@H]1CN(CCC1(F)F)[C@H](C(=O)NC=1N=NC(=CC1)OCC1CC1)C